ethyl 4-(1,1-dimethylethyl)-α-methylenephenylacetate CC(C)(C)C1=CC=C(C=C1)C(C(=O)OCC)=C